3-[(4S)-4-isopropenyl-1-cyclohexen-1-yl]propanal C(=C)(C)[C@@H]1CC=C(CC1)CCC=O